1-{4-cyano-6-[(4-chlorophenyl)amino]pyrimidin-2-yl}-5-amino-1H-pyrazole-4-carboxylic acid C(#N)C1=NC(=NC(=C1)NC1=CC=C(C=C1)Cl)N1N=CC(=C1N)C(=O)O